BrC(C(=O)OCC(COC(C(C)(C)Br)=O)(COCC(COC(C(C)(C)Br)=O)(COC(C(C)(C)Br)=O)COC(C(C)(C)Br)=O)COC(C(C)(C)Br)=O)(C)C dipentaerythritol hexa(alpha-bromoisobutyrate)